tert-butyl (2r,5r)-2,5-dimethylpiperazine-1-carboxylate C[C@H]1N(C[C@H](NC1)C)C(=O)OC(C)(C)C